[Cl-].C(C(=C)C)(=O)NCCCCC[NH2+]C 5-(methacryloylamino)pentylmethylammonium chloride